C(C1=CC=CC=C1)O[C@@H](C)[C@H](CC)N(N)C(=O)NN N'-((2S,3S)-2-(benzyloxy)pent-3-yl)carbohydrazide